OC1=CC=C(C=C1)CCC 4-hydroxy-(3-phenyl)propane